2-[2-(aminomethyl)-3,3-difluoro-allyl]-4-[[4-(1,3-benzodioxol-5-yl)phenyl]methyl]-1,2,4-triazol-3-one NCC(CN1N=CN(C1=O)CC1=CC=C(C=C1)C1=CC2=C(OCO2)C=C1)=C(F)F